C(CCCC)OC(N(COCC)C1=NC(N(C=C1F)[C@@H]1O[C@@H]([C@H]([C@H]1O)O)C)=O)=O (1-((2R,3R,4S,5R)-3,4-dihydroxy-5-methyltetrahydrofuran-2-yl)-5-fluoro-2-oxo-1,2-dihydropyrimidin-4-yl)(ethoxymethyl)carbamic acid pentyl ester